C(C1=CC=CC=C1)C1=CC(=NN1CC1=CC=C(C=C1)OCC(C)C)C1CCNCC1 4-(5-benzyl-1-[[4-(2-methylpropyloxy)phenyl]methyl]pyrazol-3-yl)piperidine